trans-4-((4-(2-Isopropyloxazol-4-yl)pyridine-2-yl)((trans-4-(5-methoxy-6-methylpyridin-2-yl)cyclohexyl)methyl) carbamoyl)cyclohexyl methylcarbamate CNC(O[C@@H]1CC[C@H](CC1)C(N(C[C@@H]1CC[C@H](CC1)C1=NC(=C(C=C1)OC)C)C1=NC=CC(=C1)C=1N=C(OC1)C(C)C)=O)=O